ClC1=NC=C(C(=N1)NC=1C=CC=C2C=CN(C12)S(=O)(=O)C)F N-(2-chloro-5-fluoropyrimidin-4-yl)-1-(methylsulfonyl)indol-7-amine